O=C1NC(CCC1N1C(N(C2=C1C=CC(=C2)N2CCC(CC2)CC=O)C)=O)=O 2-(1-(1-(2,6-dioxopiperidin-3-yl)-3-methyl-2-oxo-2,3-dihydro-1H-benzo[d]imidazol-5-yl)piperidin-4-yl)acetaldehyde